dimethyl diglycolate C(COCC(=O)OC)(=O)OC